2-(Benzyloxy)-4-chloro-5-nitropyridine C(C1=CC=CC=C1)OC1=NC=C(C(=C1)Cl)[N+](=O)[O-]